FC=1C(=NC(=C(C1)F)N)N1C=C(C(C2=CC(=C(C(=C12)F)N1CCC2(CCCOC2)CC1)F)=O)C(=O)O 1-(3,5-difluoro-6-amino-2-pyridinyl)-6-fluoro-8-fluoro-1,4-dihydro-7-(2-oxa-9-azaspiro[5.5]undec-9-yl)-4-oxo-3-quinolinecarboxylic acid